Methyl 2-((2-isopropoxyethyl) amino)-4,6-dimethoxybenzoate C(C)(C)OCCNC1=C(C(=O)OC)C(=CC(=C1)OC)OC